NC1=NC=CC(=C1Cl)SC1=CN=C(C=2N1C=NC2)N2CCC1(CC2)C(C=2N(N=C3C2CCC3)C1)O 1'-(5-((2-amino-3-chloropyridin-4-yl)thio)imidazo[1,5-a]pyrazin-8-yl)-1,2,3,8-tetrahydro-6H-spiro[cyclopenta[d]pyrrolo[1,2-b]pyrazol-7,4'-piperidin]-8-ol